4-{3-(cyanomethyl)-3-[4-(7H-pyrrolo[2,3-d]pyrimidin-4-yl)-1H-pyrazol-1-yl]azetidin-1-yl}-N-(2,6-dimethylpyridin-3-yl)piperidine-1-carboxamide C(#N)CC1(CN(C1)C1CCN(CC1)C(=O)NC=1C(=NC(=CC1)C)C)N1N=CC(=C1)C=1C2=C(N=CN1)NC=C2